5-chloro-N-[(furan-2-yl)methyl]thieno[3,2-b]pyridin-7-amine ClC1=CC(=C2C(=N1)C=CS2)NCC=2OC=CC2